(R)-5-(4-((2-(4-((3-((1-hydroxypropan-2-yl)oxy)-5-(trifluoromethoxy)benzyl)amino)butoxy)ethyl)amino)-1H-indazol-6-yl)pyridazin-3-ol OC[C@@H](C)OC=1C=C(CNCCCCOCCNC2=C3C=NNC3=CC(=C2)C=2C=C(N=NC2)O)C=C(C1)OC(F)(F)F